selenuronium chloride salt [Cl-].[NH2+]=C([SeH])N